[2-fluoro-4-methyl-5-(4,4,5,5-tetramethyl-1,3,2-dioxaborolan-2-yl)phenyl]pyrazole-4-carboxamide FC1=C(C=C(C(=C1)C)B1OC(C(O1)(C)C)(C)C)C1=NNC=C1C(=O)N